6-(3-methoxy-2-methylphenyl)-2-(5-thiomorpholinopyrimidin-2-yl)phthalazin-1(2H)-one COC=1C(=C(C=CC1)C=1C=C2C=NN(C(C2=CC1)=O)C1=NC=C(C=N1)N1CCSCC1)C